4-(N-(2-(2-(2-(2-azidoethoxy)ethoxy)ethoxy)ethyl)-5-cyanopyridine-2-sulfonamido)benzyl (4-nitrophenyl) carbonate C(OCC1=CC=C(C=C1)N(S(=O)(=O)C1=NC=C(C=C1)C#N)CCOCCOCCOCCN=[N+]=[N-])(OC1=CC=C(C=C1)[N+](=O)[O-])=O